1-(1Z-octadecenyl)-2-(5Z,8Z,11Z,14Z,17Z-eicosapentaenoyl)-glycero-3-phospho-(1'-sn-glycerol) CCCCCCCCCCCCCCCC/C=C\OC[C@H](COP(=O)(O)OC[C@H](CO)O)OC(=O)CCC/C=C\C/C=C\C/C=C\C/C=C\C/C=C\CC